3-hydroxy-N-(2-methylphenyl)-2-naphthamide CC1=CC=CC=C1NC(=O)C2=CC3=CC=CC=C3C=C2O